Endo-7-[(2S,6R)-2-[[(1R,5S)-3-amino-8-azabicyclo[3.2.1]octan-8-yl]methyl]-6-methyl-morpholin-4-yl]-1,3-benzothiazole-4-carbonitrile NC1C[C@H]2CC[C@@H](C1)N2C[C@H]2CN(C[C@H](O2)C)C=2C=CC(=C1N=CSC12)C#N